ClC(=C(C(F)F)F)OO 1-chloro-2,3,3-trifluoro-1-hydroperoxy-1-propene